C(CCCCCCC\C=C/CCCCCCCC)(=O)OCCCCCCCC\C=C\C\C=C/CCCCC trans-linoleyl oleate